ClC1=C(C=CC=C1Cl)SC1=C(C=C(C=N1)N1CCC2([C@@H](CCC2)N)CC1)C (4R)-8-[6-(2,3-dichlorophenyl)sulfanyl-5-methyl-3-pyridyl]-8-azaspiro[4.5]decan-4-amine